CC(CC1CCC(CC1)O)C1CCC(CC1)O 4,4'-(1-methylethylene)bis[cyclohexanol]